NC1=NC2=C(C=3C=C(C=NC13)CCC1=C(C=C(OCCCCCP(O)(O)=O)C=C1)C)C=CC(=C2)C [5-[4-(2-{5-amino-8-methylbenzo[f]1,7-naphthyridin-2-yl}ethyl)-3-methylphenoxy]pentyl]phosphonic acid